9-(3-methoxy-2,6-dimethylphenyl)pyrrolo[3,2-h]quinazoline-7-carbonitrile COC=1C(=C(C(=CC1)C)N1C=C(C2=CC=C3C=NC=NC3=C21)C#N)C